3-Acetamido-4-chloro-N-{[(9H-fluoren-9-yl)methoxy]carbonyl}-L-phenylalanine C(C)(=O)NC=1C=C(C[C@H](NC(=O)OCC2C3=CC=CC=C3C=3C=CC=CC23)C(=O)O)C=CC1Cl